tert-butyl (6aR)-4-chloro-3-(2-fluoro-6-methoxyphenyl)-12-oxo-1-(1,3,5-trimethyl-1H-pyrazol-4-yl)-6a,7,9,10-tetrahydro-12H-pyrazino[2,1-c]Pyrido[3,4-f][1,4]Oxazepine-8(6H)-carboxylate ClC1=C(N=C(C=2C(N3[C@@H](COC21)CN(CC3)C(=O)OC(C)(C)C)=O)C=3C(=NN(C3C)C)C)C3=C(C=CC=C3OC)F